Azepin-5(1H,4H,6H)-one N1C=CCC(CC1)=O